FC(CN1C=2C(=CC(=C1)C(F)(F)F)N=C(C2F)C2=C(C=C(C=N2)C2=CC=C(C=C2)C2(CC2)C#N)SCC)F 1-(4-{6-[4-(2,2-difluoroethyl)-3-fluoro-6-(trifluoromethyl)-4H-pyrrolo[3,2-b]pyridin-2-yl]-5-(ethylsulfanyl)pyridin-3-yl}phenyl)cyclopropane-1-carbonitrile